2-(2,6-dichloroanilino)anthraquinone ClC1=C(NC2=CC=3C(C4=CC=CC=C4C(C3C=C2)=O)=O)C(=CC=C1)Cl